(R)-1-(3-(3-(4-phenoxyphenyl)-1H-pyrazolo[3,4-d]pyrimidin-1-yl)pyrrolidin-1-yl)prop-2-en-1-one O(C1=CC=CC=C1)C1=CC=C(C=C1)C1=NN(C2=NC=NC=C21)[C@H]2CN(CC2)C(C=C)=O